1-(difluoromethyl)-3-iodo-5-methyl-pyrazole FC(N1N=C(C=C1C)I)F